C1(CCC1)CN1C(=CC2=CC=C(C=C12)C(=O)O)C 1-(cyclobutylmethyl)-2-methyl-1H-indole-6-carboxylic acid